O1C2C([C@@H](C1)C(C(=O)[O-])CSCCCC1=CC(=C(C=C1)O[Si](CC)(CC)CC)O[Si](CC)(CC)CC)OC[C@@H]2C(C(=O)[O-])CSCCCC2=CC(=C(C=C2)O[Si](CC)(CC)CC)O[Si](CC)(CC)CC (3R,6S)-hexahydrofuro[3,2-b]furan-3,6-diylbis(3-((3-(3,4-bis((triethylsilyl) oxy) phenyl) propyl) thio) propionate)